platinum-osmium [Os].[Pt]